CC1=NOC(=C1C=1C=C2C(=NC1)NC(N2)=O)C 6-(3,5-dimethylisoxazol-4-yl)-1H-imidazo[4,5-b]pyridin-2(3H)-one